NC(C)(C(CC(C(C)(C)N)C)O)C 2,6-diamino-2,5,6-trimethylheptan-3-ol